BrC=1C=C(C=CC1)C(C1=NN=CN1C)C1CC(C1)OC(F)F 3-((3-bromophenyl)(3-(difluoromethoxy)cyclobutyl)methyl)-4-methyl-4H-1,2,4-triazole